2-amino-4-methoxy-5-(3-(2-(4-methoxyphenyl)acetamido)propoxy)benzoic acid methyl ester COC(C1=C(C=C(C(=C1)OCCCNC(CC1=CC=C(C=C1)OC)=O)OC)N)=O